(1-propionylpiperidin-4-yl)benzo[d]oxazol-2(3H)-one C(CC)(=O)N1CCC(CC1)N1C(OC2=C1C=CC=C2)=O